OCC1=C(C=CC=C1)B(O)O (hydroxymethyl)benzeneboronic acid